NC1=C2C(=NC=N1)N(N=C2C2=CC=C1C=C(NC1=C2)C(=O)NOCC)C(C)(C)C 6-(4-amino-1-tert-butyl-pyrazolo[3,4-d]pyrimidin-3-yl)-N-ethoxy-1H-indole-2-carboxamide